ClC1=C(C=CC=C1)N1CCN(CC1)CC=1C=C2CN(C(C2=CC1)=O)N1C(NC(CC1)=O)=O 1-(5-((4-(2-chlorophenyl)piperazin-1-yl)methyl)-1-oxoisoindolin-2-yl)dihydropyrimidine-2,4(1H,3H)-dione